1-(4-(4-amino-7-(2-morpholinoethyl)-7H-pyrrolo[2,3-d]pyrimidin-5-yl)phenyl)-3-(3-chloro-4-methylphenyl)urea NC=1C2=C(N=CN1)N(C=C2C2=CC=C(C=C2)NC(=O)NC2=CC(=C(C=C2)C)Cl)CCN2CCOCC2